tetramethyl-piperazine chloride [Cl-].CC1C(NC(C(N1)C)C)C